NC1=CC=C(C=N1)C1=CC2=C(N=C(O2)CC(C(=O)NC2(CC2)C#N)C=2C(=NN(C2C(=O)N)C2CC2)C(C)(C)C)C=C1 (3-(6-(6-aminopyridin-3-yl)benzo[d]oxazol-2-yl)-1-((1-cyanocyclopropyl)amino)-1-oxopropan-2-yl)-3-(tert-butyl)-1-cyclopropyl-1H-pyrazole-5-carboxamide